C(C)(=O)N1CC(CC1)N1CC(=CC=C1)NC=1C=C2N=CC=NC2=C(C1)C1=CC=C2C=CN(C2=C1)C N-(1-acetylpyrrolidin-3-yl)-3-{[8-(1-methyl-1H-indol-6-yl)quinoxalin-6-yl]amino}pyridine